2-(4-(benzo[d]oxazol-2-yl)-5-hydroxy-1-methyl-6-oxo-1,6-dihydropyrimidin-2-yl)-N,N-dimethyl-1-(pyridin-3-yl)-1,2,3,4-tetrahydroisoquinoline-7-carboxamide O1C(=NC2=C1C=CC=C2)C=2N=C(N(C(C2O)=O)C)N2C(C1=CC(=CC=C1CC2)C(=O)N(C)C)C=2C=NC=CC2